(3-fluoro-4-((1-isopropyl-2-keto-2,3-dihydro-1H-imidazo[4,5-b]pyridin-7-yl)oxy)phenyl)-1-phenyl-5-(trifluoromethyl)-1H-pyrazole-4-carboxamide FC=1C=C(C=CC1OC1=C2C(=NC=C1)NC(N2C(C)C)=O)C2=NN(C(=C2C(=O)N)C(F)(F)F)C2=CC=CC=C2